butyl-nonanolide C(CCC)C1C(=O)OCCCCCCC1